(S)-2-((6-(3-(4-propenoylpiperazin-1-yl)propyl)-7-fluoro-1-methyl-2-oxo-1,2,3,4,5,6-hexahydrobenzo[b][1,4]diazocine-3-yl)amino)-6-methyl-4-(trifluoromethyl)nicotinonitrile C(C=C)(=O)N1CCN(CC1)CCCN1C2=C(N(C([C@H](CC1)NC1=C(C#N)C(=CC(=N1)C)C(F)(F)F)=O)C)C=CC=C2F